iron perfluorooctanoate FC(C(=O)[O-])(C(C(C(C(C(C(F)(F)F)(F)F)(F)F)(F)F)(F)F)(F)F)F.[Fe+2].FC(C(=O)[O-])(C(C(C(C(C(C(F)(F)F)(F)F)(F)F)(F)F)(F)F)(F)F)F